FC1=CC(=C(C=C1CC(C)C)N1CCN(CC1)CC=1N=NC=CC1)C=1N=NNN1 3-[[4-[4-fluoro-5-isobutyl-2-(2H-tetrazol-5-yl)phenyl]piperazin-1-yl]-methyl]pyridazine